FC1(CCN(CC1)C=1C(N(C=CC1)NC(=O)C1=C(C=C(C=C1)NS(=O)(=O)CC(=O)OCC)N1CCC2(CC2)CC1)=O)F ethyl 2-(N-(4-((3-(4,4-difluoropiperidin-1-yl)-2-oxopyridin-1(2H)-yl)carbamoyl)-3-(6-azaspiro[2.5]octan-6-yl)phenyl)sulfamoyl)acetate